3-(3-(1H-indol-6-yl)ureido)-3-(4-benzyl-3,4-dihydro-2H-benzo[b][1,4]thiazin-6-yl)-N-cyclopropyl-N-methylpropanamide N1C=CC2=CC=C(C=C12)NC(NC(CC(=O)N(C)C1CC1)C1=CC2=C(SCCN2CC2=CC=CC=C2)C=C1)=O